2-{[(1S)-1-{4-[(4-Acryloylpiperazin-1-yl)methyl]phenyl}ethyl]amino}-8-(2-azidoethyl)pyrido[2,3-d]pyrimidin-7(8H)-on C(C=C)(=O)N1CCN(CC1)CC1=CC=C(C=C1)[C@H](C)NC=1N=CC2=C(N1)N(C(C=C2)=O)CCN=[N+]=[N-]